C1=CC(=C(C(=C1)F)F)C(=O)N difluorobenzamide